N'-((1-((1r,4r)-4-(Cyanomethyl)cyclohexyl)-1,6-dihydroimidazo[4,5-d]pyrrolo[2,3-b]pyridin-2-yl)methoxy)benzimidamide C(#N)CC1CCC(CC1)N1C(=NC=2C1=C1C(=NC2)NC=C1)CON=C(C1=CC=CC=C1)N